2-(2-bromo-5-ethyl-7-oxo-6-(piperazine-1-yl)-[1,2,4]triazolo[1,5-a]pyrimidin-4(7H)-yl)-N-(2-chloro-4-(pentafluoro-λ6-sulfanyl)phenyl)acetamide BrC1=NN2C(N(C(=C(C2=O)N2CCNCC2)CC)CC(=O)NC2=C(C=C(C=C2)S(F)(F)(F)(F)F)Cl)=N1